C(C)(=O)N1CCC(CC1)C1=NN(C=2C=CC=C(C12)C1=C(C=C2C=NN(C2=C1)C)F)CC(=O)NCC1=NC(=NN1)[C@@H](C)O (R)-2-(3-(1-acetylpiperidin-4-yl)-5'-fluoro-1'-methyl-1H,1'H-[4,6'-biindazol]-1-yl)-N-((3-(1-hydroxyethyl)-1H-1,2,4-triazol-5-yl)methyl)acetamide